OC1(CC(OCC1)CC(=O)OCC)C(F)(F)F ethyl 2-(4-hydroxy-4-(trifluoromethyl)tetrahydro-2H-pyran-2-yl)acetate